ClC=1C=CC=C2[C@H](CCOC12)NC(=O)NC1=NN(C=C1)C1=CC(=CC=C1)S(NC)(=O)=O 1-[(4S)-8-chlorochroman-4-yl]-3-[1-[3-(methylsulfamoyl)phenyl]pyrazol-3-yl]urea